O=C1NC(CCC1N1C=C(C2=CC(=CC=C12)C1CCN(CC1)C(=O)OC(C)(C)C)C)=O tertbutyl 4-[1-(2,6-dioxo-3-piperidyl)-3-methyl-indol-5-yl]piperidine-1-carboxylate